CC1=C(N)C(=CC=C1)CC1=CN(C2=CC=CC=C12)C 2-methyl-6-[(1-methyl-1H-indol-3-yl)methyl]aniline